(S)-4-(2-(2,2,7-trifluoro-3-oxo-6-(perfluorophenyl)-2,3-dihydro-4H-benzo[b][1,4]oxazin-4-yl)acetyl)morpholine-3-carboxylic acid FC1(C(N(C2=C(O1)C=C(C(=C2)C2=C(C(=C(C(=C2F)F)F)F)F)F)CC(=O)N2[C@@H](COCC2)C(=O)O)=O)F